(S)-1-(3-chloro-4-methoxyphenyl)-5-(5-(3,5-dimethylisoxazol-4-yl)-1-(2-oxaspiro[3.3]heptan-6-yl)-1H-benzo[d]imidazol-2-yl)pyrrolidin-2-one ClC=1C=C(C=CC1OC)N1C(CC[C@H]1C1=NC2=C(N1C1CC3(COC3)C1)C=CC(=C2)C=2C(=NOC2C)C)=O